ClC1=C(OC2=CC=C(C=C2)NC(N(C)C2=CC=3OC(C(=CC3S2)C(=O)O)=O)=O)C=CC=C1 2-(3-(4-(2-chlorophenoxy)phenyl)-1-methylureido)-5-oxo-5H-thieno[3,2-b]pyran-6-carboxylic acid